C(CCCCCCCCCCCCC)(=O)N[C@@H](CCC(N)=O)C(=O)O.C(CCCCCCCCCCCCC)(=O)N[C@@H](CCC(N)=O)C(=O)O.[Na] sodium bis(myristoylglutamine)